2-chloro-6-(4,4-difluoroazepan-1-yl)-N-(4-fluoro-3-(N'-hydroxycarbamimidoyl)phenyl)-3-(trifluoromethyl)benzamide ClC1=C(C(=O)NC2=CC(=C(C=C2)F)C(N)=NO)C(=CC=C1C(F)(F)F)N1CCC(CCC1)(F)F